FC1=CC=C(C(=O)N2C(C=3N(CC2)C(=NC3N3C(C[C@H](C3)O)=O)C3=NC(=NS3)C)C)C=C1 (R)-1-(7-(4-fluorobenzoyl)-8-methyl-3-(3-methyl-1,2,4-thiadiazole-5-yl)-5,6,7,8-tetrahydroimidazo[1,5-a]pyrazin-1-yl)-4-hydroxypyrrolidin-2-one